NC1=C(C(=NN1C1CC(C1)N1CCN(CC1)C(=O)OC(C)(C)C)C1=CC=C2C=CC(=NC2=C1)C1=CC=CC=C1)C#N tert-butyl 4-(3-(5-amino-4-cyano-3-(2-phenylquinolin-7-yl)-1H-pyrazol-1-yl)cyclobutyl)piperazine-1-carboxylate